phenyl-[1,2,4]triazolo[4,3-c]pyrimidin C1(=CC=CC=C1)C1=NN=C2N1C=NC=C2